COC([C@@H](CC1=C(C(=C(C=C1)OC)OC)Cl)N)=O (2R)-2-amino-3-(2-chloro-3,4-dimethoxyphenyl)propanoic acid methyl ester